FC1=CC=C(C=C1)C=1C=CC(=C(C1)NC(C1=CC=C(C=C1)S(=O)(=O)C)=O)O N-[5-(4-fluorophenyl)-2-hydroxy-phenyl]-4-(methylsulfonyl)benzamide